2-(2,3-dimethylphenyl)-1-propanal CC1=C(C=CC=C1C)C(C=O)C